C(CCC)C1=C(C(=C(C(=N1)O)C(=O)N1CCN(CC1)C1=NC=CC=C1)O)C1=C(C=CC=C1OC)OC 6-butyl-5-(2,6-dimethoxyphenyl)-3-[4-(pyridin-2-yl)piperazine-1-carbonyl]pyridine-2,4-diol